BrC1=C(C(=C(C=C1)C=1C(=NN(C1)CCO[Si](C)(C)C(C)(C)C)C)F)F 4-(4-bromo-2,3-difluorophenyl)-1-(2-((tert-butyldimethylsilyl)oxy)ethyl)-3-methyl-1H-pyrazole